[Si](C)(C)(C(C)(C)C)NS(=O)(=O)C1=CC=C(C=C1)NC1=C2C(=NC=C1)N(N=C2)CC N-(tert-butyldimethylsilyl)-4-((1-ethyl-1H-pyrazolo[3,4-b]pyridine-4-yl)amino)benzenesulfonamide